(benzotriazol-1-yloxy)-tris(pyrrolidinyl)phosphonium hexafluorophosphate F[P-](F)(F)(F)(F)F.N1(N=NC2=C1C=CC=C2)O[P+](N2CCCC2)(N2CCCC2)N2CCCC2